C(C)N1C2=CC=C(C=C2C=2C=C(C=CC12)C=O)C=O 9-ethylcarbazole-3,6-dicarbaldehyde